3-(5-(8-cyclobutyl-4-(pyrrolidin-1-ylmethyl)-1,5-naphthyridin-2-yl)-1-oxoisoindolin-2-yl)piperidine-2,6-dione C1(CCC1)C=1C=CN=C2C(=CC(=NC12)C=1C=C2CN(C(C2=CC1)=O)C1C(NC(CC1)=O)=O)CN1CCCC1